FC1=CC=C(C(=N1)C)NC1=NC(=CC=C1[N+](=O)[O-])C1=CC=CC=C1 6-fluoro-2-methyl-N-(3-nitro-6-phenyl-2-pyridyl)pyridin-3-amine